11-Benzyl-13,13a-dihydrobenzo[2,3]pyrrolo[2',3':5,6][1,4]diazepino[1,7-a]indol-12(11H)-one C(C1=CC=CC=C1)N1C(CC2C1=NC1=C(N3C2=CC2=CC=CC=C32)C=CC=C1)=O